tert-Butyl 2-(3-carbamoyl-5-chloro-1H-pyrazolo[3,4-d]thiazol-1-yl)acetate C(N)(=O)C1=NN(C=2N=C(SC21)Cl)CC(=O)OC(C)(C)C